S(=O)(=O)(ON1[C@@H]2CC[C@H](N(C1=O)C2)C(NC(=O)C2N=NCCC2)=N)O (2S,5R)-7-oxo-2-(N-(3,4,5,6-tetrahydropyridazine-3-carbonyl) carbamimidoyl)-1,6-diazabicyclo[3.2.1]octan-6-yl hydrogen sulfate